[Si](C)(C)(C(C)(C)C)OC(CC(=O)OC(C)(C)C)CCC[C@H](B1O[C@@H]2[C@H]3C([C@@H](C[C@@]2(O1)C)C3)(C)C)NC(CC=3SC=CC3)=O tert-butyl (7S)-3-[(tert-butyldimethyl silyl)oxy]-7-[2-(thiophen-2-yl)acetamido]-7-[(1R,2R,6S,8R)-6,9,9-trimethyl-3,5-dioxa-4-boratricyclo[6.1.1.02,6]decan-4-yl]heptanoate